C[C@@H]1CNCC[C@@H]1C1=CC(=C(C=C1)C)C(F)(F)F |r| racemic-cis-3-methyl-4-(4-methyl-3-(trifluoromethyl)phenyl)piperidine